COC(=O)C1=CC=2C(=NC(=CC2)Cl)N1C 6-chloro-1-methyl-1H-pyrrolo[2,3-b]pyridine-2-carboxylic acid methyl ester